CC=1C=2N(C=C(N1)C)N=C(C2)C=2N=C1N(C(C2)=O)C=C(C=C1)F 2-(4,6-dimethylpyrazolo[1,5-a]pyrazin-2-yl)-7-fluoro-4H-pyrido[1,2-a]pyrimidin-4-one